C1=C(NC=N1)C2=CN=CN2 4,4'-biimidazole